C(C)OC(CCC(=O)N1CC2=CC(=C(C=C2C1)OCCCOC1=CC2=C(SC(=C2)C(CCC(=O)OCC)=O)C=C1Br)OC)=O 4-(5-(3-((6-bromo-2-(4-ethoxy-4-oxobutanoyl)benzo[b]thiophen-5-yl)oxy)propoxy)-6-methoxyisoindolin-2-yl)-4-oxobutanoic acid ethyl ester